FC(C=1C=C2CC3(COC3)N(C2=CC1)C(=O)OC(C)(C)C)(F)F tert-butyl 5-(trifluoromethyl)spiro[indoline-2,3'-oxetane]-1-carboxylate